methyl-di-(3-heptyl)phosphine CP(C(CC)CCCC)C(CC)CCCC